bis(2-(trimethylsilyl) ethyl) ((1R,6R,E)-1-methyl-6-(((4-nitrophenoxy) carbonyl) oxy) cycloocta-4-ene-1-carbonyl)-L-aspartate C[C@]1(CC\C=C\[C@@H](CC1)OC(=O)OC1=CC=C(C=C1)[N+](=O)[O-])C(=O)N[C@@H](CC(=O)OCC[Si](C)(C)C)C(=O)OCC[Si](C)(C)C